4-(6-(Benzofuran-2-yl)imidazo[1,2-a]pyridin-3-yl)-N-(6-(4-(methylsulfonyl)piperazin-1-yl)pyridin-3-yl)pyrimidin-2-amine O1C(=CC2=C1C=CC=C2)C=2C=CC=1N(C2)C(=CN1)C1=NC(=NC=C1)NC=1C=NC(=CC1)N1CCN(CC1)S(=O)(=O)C